2-(2-chloro-5-isopropyl-8-oxothieno[2',3':4,5]pyrrolo[1,2-d][1,2,4]triazin-7(8H)-yl)-N-(5-chloropyrimidin-4-yl)acetamide 4-nitrophenyl-(1S,2S)-1,2-dimethylcyclopropane-1-carboxylate [N+](=O)([O-])C1=CC=C(C=C1)OC(=O)[C@@]1([C@H](C1)C)C.ClC1=CC2=C(C=C3N2C(=NN(C3=O)CC(=O)NC3=NC=NC=C3Cl)C(C)C)S1